C(C)(C)(C)N(C(O)=O)C1CCN(CC1)S(=O)(=O)C1=CC(=CC=C1)N1CCC2(OCCO2)CC1.C[C@@H]1N(CCC1)C=O ((S)-2-methylpyrrolidin-1-yl)methanone tert-butyl-(1-((3-(1,4-dioxa-8-azaspiro[4.5]decan-8-yl)phenyl)-sulfonyl)piperidin-4-yl)carbamate